1-fluoro-5-methoxy-4-((2-methoxy-5-(trifluoromethyl)benzyl)oxy)-2-nitrobenzene FC1=C(C=C(C(=C1)OC)OCC1=C(C=CC(=C1)C(F)(F)F)OC)[N+](=O)[O-]